1-(4-{[4-(aminomethyl)-2-cyclopropylphenyl]methoxy}phenyl)-3-{[2-(2,6-dioxopiperidin-3-yl)-1-oxo-2,3-dihydro-1H-isoindol-5-yl]methyl}urea NCC1=CC(=C(C=C1)COC1=CC=C(C=C1)NC(=O)NCC=1C=C2CN(C(C2=CC1)=O)C1C(NC(CC1)=O)=O)C1CC1